FC=1C=CC=C2C=NN(C12)C1OCCCC1 7-fluoro-1-(tetrahydro-2H-pyran-2-yl)-1H-indazole